N-(1-(4-(2-(2-aminopyridin-3-yl)-5-phenyl-3H-imidazo[4,5-b]pyridin-3-yl)benzyl)piperidin-4-yl)-2-cyano-6-fluorobenzo[d]thiazole-4-carboxamide NC1=NC=CC=C1C1=NC=2C(=NC(=CC2)C2=CC=CC=C2)N1C1=CC=C(CN2CCC(CC2)NC(=O)C=2C=C(C=C3C2N=C(S3)C#N)F)C=C1